CC1=CC=C(C=C1)N(C=N)C1=CC=C(C=C1)C bis(4-methylphenyl)formamidine